7-amino-3-isopropoxy-6-(3-(methoxymethoxy)-2,6-dimethylphenyl)-5-oxo-5,6-dihydro-1,6-naphthyridine-8-carbonitrile NC=1N(C(C=2C=C(C=NC2C1C#N)OC(C)C)=O)C1=C(C(=CC=C1C)OCOC)C